tert-butyl (1S,5S)-6-(4-butylphenyl)-9,9-dimethyl-3,6-diazabicyclo[3.2.2]nonane-3-carboxylate C(CCC)C1=CC=C(C=C1)N1[C@@H]2CN(C[C@H](C1)CC2(C)C)C(=O)OC(C)(C)C